S(=O)(=O)(O)C1=C(OC=C1)F sulfofuryl fluoride